(S)-6-bromo-8-(fluoromethyl-d2)-2-trifluoromethyl-2H-benzopyran-3-carboxylic acid BrC=1C=C(C2=C(C=C([C@H](O2)C(F)(F)F)C(=O)O)C1)C([2H])([2H])F